CC(C)(CCC(C)(OOC(C(CCCC)CC)=O)C)OOC(C(CCCC)CC)=O 2,5-Di-methyl-2,5-di(2-ethylhexanoylperoxy)-hexan